2-(((6-bromo-3-fluoropyridin-2-yl)oxy)methyl)-5-(trifluoromethyl)thiazole BrC1=CC=C(C(=N1)OCC=1SC(=CN1)C(F)(F)F)F